OC(=O)C(F)(F)F.C1(=CC=CC=C1)C1CNC1 3-phenylazetidine TFA salt